CN1CCC(CC1)C=1N=NN(C1)C1=CC=C(C=C1)C1=NN=C(N1C)COC1=CC(=CC=C1)C(F)(F)F 1-methyl-4-{1-[4-(4-methyl-5-{[3-(trifluoromethyl)phenoxy]methyl}-4H-1,2,4-triazol-3-yl)phenyl]-1H-1,2,3-triazol-4-yl}piperidine